1-(hydroxymethylene)-4,4-dimethyl-3a,9b-dihydrofuro[2,3-c]chromen-2-one OC=C1C(OC2C(OC=3C=CC=CC3C21)(C)C)=O